C(C)[SiH](N)N ethyldiaminosilane